C(C)(=O)N[C@@H](CC(=O)O)C(=O)N[C@@H](CCC(=O)[O-])C(=O)[O-] N-acetyl-L-aspartyl-L-glutamate